2-((3r,5r,7r)-adamantan-1-yl)-N-(6-(3-((3-((1r,4r)-4-hydroxycyclohexyl)-4-imino-5,6-diphenyl-3,4-dihydro-7H-pyrrolo[2,3-d]pyrimidin-7-yl)methyl)phenyl)hex-5-yn-1-yl)acetamide C12(CC3CC(CC(C1)C3)C2)CC(=O)NCCCCC#CC2=CC(=CC=C2)CN2C(=C(C3=C2N=CN(C3=N)C3CCC(CC3)O)C3=CC=CC=C3)C3=CC=CC=C3